[Na].[SH2]=N sulfimide sodium